N-[1-(1H-indol-3-yl)hexan-2-yl]-6-(4-methylsulfonylpiperazin-1-yl)-1-benzothiophene-2-Formamide N1C=C(C2=CC=CC=C12)CC(CCCC)NC(=O)C=1SC2=C(C1)C=CC(=C2)N2CCN(CC2)S(=O)(=O)C